(bromomethyl)-2-(methylthio)pyrimidine BrCC1=NC(=NC=C1)SC